O=C1N(CC2=C(C=CC=C12)N(C1CCC(CC1)NCCC(F)(F)F)CCCCC(F)(F)F)C1C(NC(CC1)=O)=O 3-(1-oxo-4-((5,5,5-trifluoropentyl)((1s,4s)-4-((3,3,3-trifluoropropyl)amino)cyclohexyl)amino)isoindolin-2-yl)piperidine-2,6-dione